tert-butyl (2R,6S)-4-{5-carbamoyl-7-[7-fluoro-6-(methoxymethoxy)-2-methylindazol-5-yl]-1,8-naphthyridin-3-yl}-2,6-dimethylpiperazine-1-carboxylate C(N)(=O)C1=C2C=C(C=NC2=NC(=C1)C1=CC2=CN(N=C2C(=C1OCOC)F)C)N1C[C@H](N([C@H](C1)C)C(=O)OC(C)(C)C)C